(R)-5-(1-(3,5-dichloropyridazin-4-yl)ethoxy)-6-fluoro-3-(5-fluoro-6-(6-(methylsulfonyl)-2,6-diazaspiro[3.3]heptan-2-yl)pyridin-3-yl)-1H-indazole ClC=1N=NC=C(C1[C@@H](C)OC=1C=C2C(=NNC2=CC1F)C=1C=NC(=C(C1)F)N1CC2(C1)CN(C2)S(=O)(=O)C)Cl